1-(1-(1-(7-azaspiro[3.5]nonan-2-yl)azetidin-3-yl)piperidin-4-yl)-3-(4-phenoxyphenyl)-1H-pyrazolo[3,4-d]pyrimidin-4-amine C1C(CC12CCNCC2)N2CC(C2)N2CCC(CC2)N2N=C(C=1C2=NC=NC1N)C1=CC=C(C=C1)OC1=CC=CC=C1